CC1=NN(C=C1C(=O)N[C@@H](C(C)C)C(=O)N[C@H](CCC(=O)OCC)C(=O)OCC)C1=CC=C(C=C1)C diethyl (3-methyl-1-(p-tolyl)-1H-pyrazole-4-carbonyl)-L-valyl-D-glutamate